OCNC(CCl)=O N-hydroxymethyl-α-chloroacetamide